C1(=O)C(=C)O1 epoxyacrolein